α-pentadecyl-nitrone C(CCCCCCCCCCCCCC)C=[NH+][O-]